CC1=C(C=NC=2OCCN(C21)C(=O)[O-])N2CC=1N=C(N=CC1CC2)NC2=CC=C(C=C2)CC(=O)N2CC(C2)N2CCOCC2 8-methyl-7-{2-[(4-{2-[3-(morpholin-4-yl)azetidin-1-yl]-2-oxoethyl}phenyl)amino]-5H,6H,7H,8H-pyrido[3,4-d]pyrimidin-7-yl}-1H,2H,3H-pyrido[2,3-b][1,4]oxazine-1-carboxylate